FC(C(C(F)(F)F)(F)F)(C(C(C(C(C(C(C(C(F)(F)F)(F)F)(F)F)(F)F)(F)F)(F)F)(F)F)(F)F)F perfluoro-octylpropane